(Z)-11-(3-(dimethylamino)propylidene)-6,11-dihydrodibenzo[b,e]oxepine-2-carbaldehyde, hydrochloride Cl.CN(CC\C=C\1/C2=C(OCC3=C1C=CC=C3)C=CC(=C2)C=O)C